C1(=CC=CC=C1)COC(=O)N1CCC(CC1)OCC(=C=O)OCC 4-(2-ethoxy-2-carbonylethoxy)piperidine-1-carboxylic acid phenylmethyl ester